5-(benzyloxy)-N-{[1-(dimethylamino)cyclopentyl]methyl}-2-methyl-1-benzothiophene-3-carboxamide C(C1=CC=CC=C1)OC=1C=CC2=C(C(=C(S2)C)C(=O)NCC2(CCCC2)N(C)C)C1